N,N-diphenyl-4'-(quinolin-4-yl)-[1,1'-Biphenyl]-4-amine C1(=CC=CC=C1)N(C1=CC=C(C=C1)C1=CC=C(C=C1)C1=CC=NC2=CC=CC=C12)C1=CC=CC=C1